2-[7-methoxy-8-(prop-2-enamido)naphthalen-2-yl]-N-(1-methylpiperidin-4-yl)pyrimidine-4-carboxamide COC1=CC=C2C=CC(=CC2=C1NC(C=C)=O)C1=NC=CC(=N1)C(=O)NC1CCN(CC1)C